[N+](=[N-])=CC(CC[C@@H](C(SC(C)C)=O)NC([C@H](C)S(=O)C)=O)=O S-isopropyl (2S)-6-diazo-2-((2S)-2-(methylsulfinyl) propanamido)-5-oxohexanethioate